FC(OC=1C=CC=C2C(=NNC12)NC(C1=CC=C(C=C1)F)=O)F N-(7-(difluoromethoxy)-1H-indazol-3-yl)-4-fluorobenzamide